ClC1=NC=CC2=C1OC=1N=C(N=C(C12)N1C[C@H]2CC[C@@H](C1)N2C(=O)OCCCC)SC butyl (1R,5S)-3-(8-chloro-2-(methylthio)pyrido[4',3':4,5]furo[2,3-d]pyrimidin-4-yl)-3,8-diazabicyclo[3.2.1]octane-8-carboxylate